N1=C2C(=CC=C1N)CCC2 6,7-dihydro-5H-cyclopenta[b]pyridin-2-amine